2-amino-N-methyl-5,6-dinitro-2,3-dihydro-1H-indene-2-carboxamide NC1(CC2=CC(=C(C=C2C1)[N+](=O)[O-])[N+](=O)[O-])C(=O)NC